6-((3-ethyl-5,7-difluoro-1,4-dioxo-1,4-dihydronaphthalen-2-yl)methyl)-3-(trifluoromethyl)picolinonitrile C(C)C1=C(C(C2=CC(=CC(=C2C1=O)F)F)=O)CC1=CC=C(C(=N1)C#N)C(F)(F)F